S1C(=NC2=C1C=CC=C2)NC(=O)C=2C=CC=C1CCN(CC21)C2=CC=C(C(=N2)C(=O)OC(C)(C)C)C2=C(C=C(C=C2)OC2=CC=C(C=C2)CCC(=O)OC)C tert-butyl 6-(8-(benzo[d]thiazol-2-ylcarbamoyl)-3,4-dihydroisoquinolin-2(1H)-yl)-3-(4-(4-(3-methoxy-3-oxopropyl)phenoxy)-2-methylphenyl)picolinate